BrC=1C=C(C=CC1)C=1N(C(=C(N1)C1=NC2=C(N1C)C=C1C(=C2)OC(C(O1)(F)F)(F)F)S(=O)(=O)CC)C 2-[2-(3-bromophenyl)-5-(ethylsulfonyl)-1-methyl-1H-imidazol-4-yl]-6,6,7,7-tetrafluoro-1-methyl-6,7-dihydro-1H-[1,4]dioxino[2,3-f]benzimidazole